(E)-Ethyl 3-(2-bromothiazol-4-yl)acrylate BrC=1SC=C(N1)/C=C/C(=O)OCC